(5'S,7a'R)-1-(4-chloro-1,2,5-thiadi-azole-3-carbonyl)-5'-(3,5-difluorophenyl)-tetrahydro-3'H-spiro[piperidine-4,2'-pyrrolo[2,1-b][1,3]oxazol]-3'-one ClC=1C(=NSN1)C(=O)N1CCC2(C(N3[C@H](O2)CC[C@H]3C3=CC(=CC(=C3)F)F)=O)CC1